2-[4-[4-(2-hydroxypropan-2-yl)-N-methylanilino]phenoxy]pyrido[3,4-d]pyrimidin-4-ol OC(C)(C)C1=CC=C(N(C)C2=CC=C(OC=3N=C(C4=C(N3)C=NC=C4)O)C=C2)C=C1